COCC1OCCN(C1)C=1C=CC=2N(C1)N=C(N2)C2=C1C=C(N=CC1=C(N=C2)NC)NC(=O)C2CC2 N-(5-(6-(2-(methoxymethyl)morpholino)-[1,2,4]triazolo[1,5-a]pyridin-2-yl)-8-(methylamino)-2,7-naphthyridin-3-yl)cyclopropanecarboxamide